2-(2,6-diazaspiro[3.3]heptane-2-yl)oxazole trifluoroacetate FC(C(=O)O)(F)F.C1N(CC12CNC2)C=2OC=CN2